C1=CC=C2C(=C1)C(=O)N(C2=O)[C@@H](CC3=CNC4=CC=CC=C43)C(=O)O N-Phthalyl-L-tryptophan